(1R)-1-(2-ethylphenyl)ethan-1-ol C(C)C1=C(C=CC=C1)[C@@H](C)O